ClC=1C=C(C=CC1Cl)[C@H](C)N (S)-1-(3,4-dichlorophenyl)ethylamine